ethyl 5-(2-((4,5-dichloroindolin-1-carbonyl)oxy)ethyl)isoxazole-3-carboxylate ClC1=C2CCN(C2=CC=C1Cl)C(=O)OCCC1=CC(=NO1)C(=O)OCC